O1C(CCCC1)CCC=O 3-(tetrahydro-2H-pyran-2-yl)propanal